CN(C/C=C/C(=O)N1[C@@H](COCC1)C(=O)NCCN1C=NC=2C=NC(=CC21)NC=2SC(=CN2)C2=NC=NC=C2F)C (3S)-4-[(E)-4-(dimethylamino)but-2-enoyl]-N-[2-[6-[[5-(5-fluoropyrimidin-4-yl)thiazol-2-yl]amino]imidazo[4,5-c]pyridin-1-yl]ethyl]morpholine-3-carboxamide